5-([1,2,4]triazolo[1,5-a]pyridin-6-yl)-N-(bicyclo[3.1.0]hexane-3-yl)-4-methoxypyrrolo[2,1-f][1,2,4]triazin-2-amine N=1C=NN2C1C=CC(=C2)C=2C=CN1N=C(N=C(C12)OC)NC1CC2CC2C1